C(CCCCCC)C1=C(C(=C(C(C(=O)O)=C1)C(=O)O)CCCCCCCCCCC)CCCCCCCCC.C(CCCCC(=O)OCCCCCCC(C)C)(=O)OCCCCCCC(C)C Diisononyl adipate heptyl-nonyl-undecyl-phthalate